3-((6-(3-methylisoxazol-4-yl)-1-oxoisoquinolin-2(1H)-yl)methyl)-N-(piperidin-4-ylmethyl)benzamide hydrochloride Cl.CC1=NOC=C1C=1C=C2C=CN(C(C2=CC1)=O)CC=1C=C(C(=O)NCC2CCNCC2)C=CC1